(E)-4-((4aS,8aR)-1-ethyloctahydroquinolin-7(1H)-ylidene)butanoic acid ethyl ester C(C)OC(CC/C=C/1\CC[C@H]2CCCN([C@@H]2C1)CC)=O